OCCCCCCCOCCCCCCCCC(=O)OC(C)(C)C tert-butyl 9-((7-hydroxyheptyl)oxy)nonanoate